O=C1NC(CCC1N1C(C2=CC=C(C=C2C1)OCCCCCC(=O)N1CCN(CC1)C1CCN(CC1)C=1C(=CC2=C(C(C=3NC4=CC(=CC=C4C3C2=O)C#N)(C)C)C1)CC)=O)=O 8-(4-(4-(6-((2-(2,6-dioxopiperidin-3-yl)-1-oxoisoindolin-5-yl)oxy)hexanoyl)piperazin-1-yl)piperidin-1-yl)-9-ethyl-6,6-dimethyl-11-oxo-6,11-dihydro-5H-benzo[b]carbazole-3-carbonitrile